(S)-N-(5-Chlorothiazol-2-yl)-2-(3,4-dicyanophenyl)-2-((S)-3,3-difluorocyclopentyl)acetamide ClC1=CN=C(S1)NC([C@@H]([C@@H]1CC(CC1)(F)F)C1=CC(=C(C=C1)C#N)C#N)=O